(4S)-2-{[(2S)-1,4-dioxan-2-yl]methyl}-4-methyl-N-[(1,3-thiazol-5-yl)methyl]-8-(trifluoromethyl)-4,5-dihydro-2H-furo[2,3-g]indazole-7-carboxamide O1[C@H](COCC1)CN1N=C2C3=C(C[C@@H](C2=C1)C)OC(=C3C(F)(F)F)C(=O)NCC3=CN=CS3